butyronitrile (2-bromoethyl)carbamate BrCCNC(O)=O.C(CCC)#N